3,5-dichloro-N-(8-fluoro-2-methyl-4-oxo-3-(1-(2-(trifluoromethoxy)phenyl)ethyl)-3,4-dihydroquinazolin-5-yl)-4-hydroxybenzamide ClC=1C=C(C(=O)NC2=C3C(N(C(=NC3=C(C=C2)F)C)C(C)C2=C(C=CC=C2)OC(F)(F)F)=O)C=C(C1O)Cl